N-(1-(4-cyclopropyl-3-(trifluoromethyl)phenyl)ethyl)-1-(1-(difluoromethyl)cyclopropyl)-4-((1-methylpiperidin-4-yl)amino)-6-oxo-1,6-dihydropyridine-3-carboxamide C1(CC1)C1=C(C=C(C=C1)C(C)NC(=O)C1=CN(C(C=C1NC1CCN(CC1)C)=O)C1(CC1)C(F)F)C(F)(F)F